(3R,4R)-1-(5,6-difluoro-1-(4-(trifluoromethyl)benzyl)-1H-benzimidazol-2-yl)-4-fluoro-3-piperidinamine FC1=CC2=C(N(C(=N2)N2C[C@H]([C@@H](CC2)F)N)CC2=CC=C(C=C2)C(F)(F)F)C=C1F